1-(1-(3-(1H-pyrazol-1-yl)-5-(trifluoromethyl)benzyl)-1,8-diazaspiro[4.5]decane-8-carbonyl)-1H-pyrazole-3-carboxylic acid tert-butyl ester C(C)(C)(C)OC(=O)C1=NN(C=C1)C(=O)N1CCC2(CCCN2CC2=CC(=CC(=C2)C(F)(F)F)N2N=CC=C2)CC1